CC1=NC(=CC(=C1)C=1C(=C(C(=C(C1N1C2=CC=C(C=C2C=2C=C(C=CC12)C)C)N1C2=CC=C(C=C2C=2C=C(C=CC12)C)C)C1=NC(=CC=C1)C)N1C2=CC=C(C=C2C=2C=C(C=CC12)C)C)N1C2=CC=C(C=C2C=2C=C(C=CC12)C)C)C 9,9',9'',9'''-(3-(2,6-dimethylpyridin-4-yl)-6-(6-methylpyridin-2-yl)benzene-1,2,4,5-tetrayl)tetrakis(3,6-dimethyl-9H-carbazole)